FC=1C=C(C(=O)O)C=C(C1C)S(=O)(=O)C 3-fluoro-4-methyl-5-(methylsulfonyl)benzoic acid